6-(1-acetyl-4-methoxypiperidin-4-yl)-2,8-dimethyl-4-{[(1R)-1-[2-methyl-3-(trifluoromethyl)phenyl]prop-2-yn-1-yl]amino}-7H,8H-pyrido[2,3-d]pyrimidin-7-one C(C)(=O)N1CCC(CC1)(OC)C1=CC2=C(N=C(N=C2N[C@H](C#C)C2=C(C(=CC=C2)C(F)(F)F)C)C)N(C1=O)C